C(C)(=O)N1CCC(CC1)C1=NN(C=2C=CC=C(C12)C1=C(C=C2C=NN(C2=C1F)C)F)CC(=O)NCC(=O)NCC(=O)O (2-(3-(1-acetylpiperidin-4-yl)-5',7'-difluoro-1'-methyl-1H,1'H-[4,6'-biindazol]-1-yl)acetyl)glycylglycine